COC1=C(C(=CC=C1)OC)C1=C(C(=CC=C1)C1=C(C=CC=C1OC)OC)P(C1CCCCC1)C(C)(C)C [2,6-bis(2,6-dimethoxyphenyl)phenyl]-tert-butylcyclohexylphosphine